C(CCCCCCCCCCCCCCCCC)(=O)OC#N stearic cyanate